ClC1=C(C(=O)O)C=C(C=C1)SC=1C=NC=CC1C#N 2-chloro-5-[(4-cyanopyridin-3-yl)sulfanyl]benzoic acid